1-((3S,4R)-4-(3,4-difluorophenyl)-1-(2-methoxyethyl)pyrrolidin-3-yl)-3-(3-ethoxy-1-phenyl-1H-pyrazol-5-yl)urea FC=1C=C(C=CC1F)[C@H]1[C@@H](CN(C1)CCOC)NC(=O)NC1=CC(=NN1C1=CC=CC=C1)OCC